ClC1=C(C=CC=C1C1=NC=NC(=C1Cl)C1=CC(=C(C=C1)CNC1CC(C1)O)OC)C1=CC=C(C(=N1)OC)CNC1CC(C1)O (1r,3r)-3-(((6-(2-chloro-3-(5-chloro-6-(4-((((1s,3r)-3-hydroxycyclobutyl)amino)methyl)-3-methoxyphenyl)pyrimidin-4-yl)phenyl)-2-methoxypyridin-3-yl)methyl)amino)cyclobutan-1-ol